[1,3]thiazine-2-thiol S1C(N=CC=C1)S